C(C)(C)(C)OC(=O)N[C@@H](C(=O)OC)CCC(C)=O Methyl (R)-2-((tert-butoxycarbonyl) amino)-5-oxohexanoate